(S)-2-((S)-3-(5-((S)-1-amino-2,2-difluoroethyl)-6-oxo-1,6-dihydropyridin-3-yl)-4,4-difluoropiperidin-1-yl)-N-(2,2-difluoro-[1,3]dioxolo[4',5':4,5]benzo[1,2-d]thiazol-6-yl)propanamide N[C@H](C(F)F)C1=CC(=CNC1=O)[C@H]1CN(CCC1(F)F)[C@H](C(=O)NC=1SC2=C(N1)C=C1C(=C2)OC(O1)(F)F)C